C1(=CC=CC=C1)C(=CC=C(C(=O)OCC(C)C)C(=O)OCC(C)C)C1=CC=CC=C1 2-(3,3-diphenylprop-2-enylidene)diisobutyl-malonic acid